1,1,3-butantriol C(CC(C)O)(O)O